CC=1C=C2C=CNC2=CC1 5-methyl-1H-indol